4-Ethyl-6-((5-fluoro-4-(4-fluoro-2-methoxyphenyl)pyrimidin-2-yl)amino)-8-((4-acetylpiperazin-1-yl)methyl)-2H-benzo[b][1,4]oxazin-3(4H)-one C(C)N1C2=C(OCC1=O)C(=CC(=C2)NC2=NC=C(C(=N2)C2=C(C=C(C=C2)F)OC)F)CN2CCN(CC2)C(C)=O